C(C)(CC)[SiH](OC)C sec-butylmethylmethoxysilane